CN1C2=C(CCCC1=O)N=CC=C2 5-Methyl-5,7,8,9-tetrahydro-6H-pyrido[3,2-b]azepin-6-one